P(=O)([O-])([O-])[O-].[Fe+2].[Zr+4].P(=O)([O-])([O-])[O-] zirconium iron phosphate